CN[C@H](C(=O)N)C (S)-2-(methylamino)propanamide